5-benzyloxybenzo[d][1,3]oxathiolane C(C1=CC=CC=C1)OC=1C=CC2=C(SCO2)C1